6-(1-((1,5-dimethyl-3-(trifluoromethyl)-1H-pyrazol-4-yl)sulfonyl)piperidin-4-yl)-7-methyl-[1,2,4]triazolo[1,5-a]pyridine CN1N=C(C(=C1C)S(=O)(=O)N1CCC(CC1)C=1C(=CC=2N(C1)N=CN2)C)C(F)(F)F